FC=1C=C(C=C(C1)F)C=1C=C2C=NN(C2=C(C1)C(=O)N[C@@H](C)C1=CC=C(C(=O)O)C=C1)CC1=CC=C(C=C1)C(F)(F)F (S)-4-(1-(5-(3,5-difluorophenyl)-1-(4-(trifluoromethyl)benzyl)-1H-indazole-7-carboxamido)ethyl)benzoic acid